C(#N)C1=CN=CC(=N1)C1=CC=C(C=C1)NC(C(CC)(CC)C=1N=C(SC1)NS(=O)(=O)C1CC1)=O N-(4-(6-cyanopyrazin-2-yl)phenyl)-2-(2-(cyclopropanesulfonamido)thiazol-4-yl)-2-ethylbutanamide